tert-butyl 3-(4-amino-5-(4-fluoro-1-(2-(2-fluoro-5-(trifluoromethyl)phenyl)acetyl)indolin-5-yl)-7H-pyrrolo[2,3-d]pyrimidin-7-yl)propanoate NC=1C2=C(N=CN1)N(C=C2C=2C(=C1CCN(C1=CC2)C(CC2=C(C=CC(=C2)C(F)(F)F)F)=O)F)CCC(=O)OC(C)(C)C